(S)-2-((3-cyano-5-fluorobenzyl)oxy)-3-hydroxy-N-methyl-N-octadecyl-propionamide C(#N)C=1C=C(CO[C@H](C(=O)N(CCCCCCCCCCCCCCCCCC)C)CO)C=C(C1)F